C(C)OC(=O)C1=C(N(C2=CC=C(C(=C12)CN1CCCCC1)O)C1=CC=CC=C1)C1=CC=C(C=C1)O 5-hydroxy-2-(4-hydroxyphenyl)-1-phenyl-4-(piperidin-1-ylmethyl)-1H-indole-3-carboxylic acid ethyl ester